FC1=C(C=CC=C1)C1=CC(=CC=C1)C[C@@H]1C=2C(N(C=NC2CC[C@@H]1NS(=O)(=O)C)C(C)C)=O |r| rac-N-[(5R,6S)-5-[(2'-fluoro[1,1'-biphenyl]-3-yl)methyl]-4-oxo-3-(propan-2-yl)-3,4,5,6,7,8-hexahydroquinazolin-6-yl]methanesulfonamide